(1R,3S)-3-(3-{[(6-methyl-pyrazin-2-yl)acetyl]-amino}-1H-pyrazol-5-yl)-cyclopentyl (2S)-butan-2-ylcarbamate C[C@@H](CC)NC(O[C@H]1C[C@H](CC1)C1=CC(=NN1)NC(CC1=NC(=CN=C1)C)=O)=O